1-[[4-[(3R,5R)-5-[(5-bromo-1-methyl-6-oxo-pyridazin-4-yl)amino]-1-methyl-3-piperidyl]phenyl]methyl]azetidin BrC1=C(C=NN(C1=O)C)N[C@@H]1C[C@@H](CN(C1)C)C1=CC=C(C=C1)CN1CCC1